(S)-2-((4-(6-((benzofuran-2-yl)methoxy)pyridin-2-yl)piperidin-1-yl)methyl)-1-((oxetan-2-yl)methyl)-1H-benzo[d]imidazole-6-carboxylate O1C(=CC2=C1C=CC=C2)COC2=CC=CC(=N2)C2CCN(CC2)CC2=NC1=C(N2C[C@H]2OCC2)C=C(C=C1)C(=O)[O-]